N[C@@H]([C@@H](C(=O)N1[C@@H](CCC1)C(=O)NOC)O)CC(C)C (S)-1-((2S,3R)-3-amino-2-hydroxy-5-methylhexanoyl)-N-methoxypyrrolidine-2-carboxamide